C1(CCCCC1)C(C)(C)OC(=O)C=1C=C(C=CC1)C1C2C=CC(C1)C2=O 5-(3-(2-cyclohexyl-2-propoxycarbonyl)phenyl)-7-oxo-bicyclo[2.2.1]Hept-2-ene